ClC1=CC=C(CC(C#N)C)C=C1 2-(4-chlorobenzyl)propionitrile